C1(CCC1)N(C1CCC1)[C@@H]1C[C@H](C1)COC1=C(C=C2C(=NC=NC2=C1)OC=1C(=C2C=C(NC2=CC1)C)F)OC trans-N,N-dicyclobutyl-3-(((4-((4-fluoro-2-methyl-1H-indol-5-yl)oxy)-6-methoxyquinazolin-7-yl)oxy)methyl)cyclobutylamine